2-(2-aminoethyl)-6-propoxy-1H,2H,3H-pyrrolo[3,4-c]pyridin-1-one NCCN1CC=2C=NC(=CC2C1=O)OCCC